N-(2-((1S,3S,5S)-3-cyano-2-azabicyclo[3.1.0]hex-2-yl)-2-oxoethyl)-6-((4,4-difluorocyclohexyl)oxy)quinoline-4-carboxamide C(#N)[C@H]1N([C@H]2C[C@H]2C1)C(CNC(=O)C1=CC=NC2=CC=C(C=C12)OC1CCC(CC1)(F)F)=O